CN1N=CC(=C1C)C1=NN=C(O1)C(=O)N1[C@H](C2=C(CC1)NC=N2)C2=NN1C(C(=CC=C1)C(C)C)=C2 (R)-(5-(1,5-dimethyl-1H-pyrazol-4-yl)-1,3,4-oxadiazol-2-yl)(4-(4-isopropylpyrazolo[1,5-a]pyridin-2-yl)-1,4,6,7-tetrahydro-5H-imidazo[4,5-c]pyridin-5-yl)methanone